C1(CCC1)N1C=C(C2=CC(=CC=C12)C1=CC(=NO1)C(=O)O)C#N 5-(N-cyclobutyl-3-cyanoindol-5-yl)isoxazole-3-carboxylic acid